FC(C(=O)N1CC2=CC(=CC=C2CC1)NC1=NC=C(C(=N1)NC1CCN(CC1)S(=O)(=O)C)F)(F)F 2,2,2-Trifluoro-1-(7-((5-fluoro-4-((1-(methylsulfonyl)piperidin-4-yl)amino)pyrimidin-2-yl)amino)-3,4-dihydroisoquinolin-2(1H)-yl)ethan-1-one